4-(2-(4-hydroxy-4-methyl-1,1-dioxido-6-(2,4,6-trichlorophenyl)-1,2,6-thiadiazinane-2-yl)acetamido)adamantane-1-carboxamide OC1(CN(S(N(C1)C1=C(C=C(C=C1Cl)Cl)Cl)(=O)=O)CC(=O)NC1C2CC3(CC(CC1C3)C2)C(=O)N)C